hydroxy-2(3H)-Benzofuranone OC1C(OC2=C1C=CC=C2)=O